C(=O)(O)CN1CCN(CCN(CCN(CC1)CC(=O)O)CC(=O)O)CC(=O)O.[Gd+3] gadolinium (III) 2-[4,7,10-tris(carboxymethyl)-1,4,7,10-tetraazacyclododecan-1-yl]acetic acid